4-(((3aR,5s,6aS)-5-((5-(difluoromethyl)-6-(2,3,5-trifluorophenyl)pyridazin-3-yl)amino)hexahydrocyclopenta[c]pyrrol-2(1H)-yl)methyl)tetrahydro-2H-pyran-4-ol FC(C=1C=C(N=NC1C1=C(C(=CC(=C1)F)F)F)NC1C[C@@H]2[C@@H](CN(C2)CC2(CCOCC2)O)C1)F